C(C)(C)(C)OC(=O)N1CCC(CC1)(C(=O)O)NC1=CC(=CC=C1)C(=O)OC(C)(C)C 1-(tert-butoxycarbonyl)-4-[[3-(tert-butoxycarbonyl)phenyl]amino]piperidine-4-carboxylic acid